CN1CCC=2C1=NC=CC2C2=C1CNC(C1=C(C=C2)NC2=NC=C(C=C2)N2CCNCC2)=O 4-(1-methyl-2,3-dihydropyrrolo[2,3-b]pyridin-4-yl)-7-[(5-piperazin-1-yl-2-pyridyl)amino]isoindolin-1-one